2-(2-ethylbutyramido)-9-(5,6,7,8-tetrahydro-1,8-naphthyridin-2-yl)nonanoic acid C(C)C(C(=O)NC(C(=O)O)CCCCCCCC1=NC=2NCCCC2C=C1)CC